tert-butyl 4-(5-fluoroindolin-4-yl)piperidine-1-carboxylate FC=1C(=C2CCNC2=CC1)C1CCN(CC1)C(=O)OC(C)(C)C